[2H]C(OC=1C=C(C=C(C1)OCCCC(C)(C(=O)OCC(C)C)C)\C=C\C1=CC=C(C=C1)OC([2H])([2H])[2H])([2H])[2H] 3,4'-Di-[(Trideuteromethyl)-oxy]-5-(4-methyl-4-isobutoxycarbonyl-pentoxy)-(E)-stilbene